4-(7-Bromo-4-hydrazinylpyrido[2,3-d]pyrimidin-2-yl)morpholine BrC=1C=CC2=C(N=C(N=C2NN)N2CCOCC2)N1